[Cl-].ClC=1C=C(NC(CCCCCCCCCCC[P+](C2=CC=CC=C2)(C2=CC=CC=C2)C2=CC=CC=C2)=O)C=CC1C1=CC(OC2=CC(=CC=C12)O[C@@H](C(=O)N(CC)CC(=O)NCCN(C)C)C)=O [12-[3-chloro-4-[7-[(1R)-2-[[2-[2-(dimethylamino)ethylamino]-2-oxo-ethyl]-ethyl-amino]-1-methyl-2-oxo-ethoxy]-2-oxo-chromen-4-yl]anilino]-12-oxo-dodecyl]-triphenyl-phosphonium chloride